C1(C=CCC1)C(C(=O)O)CCCCC (cyclopent-2-en-1-yl)-heptanoic acid